1-(5-(trifluoromethyl)pyridin-2-yl)-1H-1,2,3-triazol FC(C=1C=CC(=NC1)N1N=NC=C1)(F)F